4-(azetidin-3-yl)-6-(1-methyl-1H-pyrazol-4-yl)pyrazolo[1,5-a]pyridine-3-Formonitrile hydrochloride Cl.N1CC(C1)C=1C=2N(C=C(C1)C=1C=NN(C1)C)N=CC2C#N